FC1(CC(C1)C=1N=CN2C1C=C(C=C2)S(=O)(=O)N)F (3,3-difluorocyclobutyl)imidazo[1,5-a]pyridine-7-sulfonamide